3-[3-(23,29-Difluoro-13,13-dioxo-25-oxa-13λ6-thia-3,20,31-triazapentacyclo[24.3.1.12,5.016,24.017,21]hentriaconta-1(30),2,4,16,18,21,23,26,28-nonaen-6-yl)phenyl]propanoic acid FC=1C=C2NC=CC2=C2CCS(CCCCCCC(C3=CN=C(C=4C(=CC=C(OC12)C4)F)N3)C=3C=C(C=CC3)CCC(=O)O)(=O)=O